5-phenylpentyl 3-(3,4-dihydroxyphenyl)propanoate OC=1C=C(C=CC1O)CCC(=O)OCCCCCC1=CC=CC=C1